N,N-dimethyl-4-(octadecyloxy)anilinium tetrakis(pentafluorophenyl)borate FC1=C(C(=C(C(=C1[B-](C1=C(C(=C(C(=C1F)F)F)F)F)(C1=C(C(=C(C(=C1F)F)F)F)F)C1=C(C(=C(C(=C1F)F)F)F)F)F)F)F)F.C[NH+](C1=CC=C(C=C1)OCCCCCCCCCCCCCCCCCC)C